tert-Butyl-7-(7-bromo-6-chloro-8-fluoro-2-((1-(pyrrolidin-1-ylmethyl)cyclopropyl)methoxy)quinazolin-4-yl)-2,7-diazaspiro[3.5]nonane-2-carboxylate C(C)(C)(C)OC(=O)N1CC2(C1)CCN(CC2)C2=NC(=NC1=C(C(=C(C=C21)Cl)Br)F)OCC2(CC2)CN2CCCC2